tert-butyl (R)-3-((S)-1-(tert-butoxy)-3-(3-(2-(1,3-dioxoisoindolin-2-yl)ethoxy)phenyl)-1-oxopropan-2-yl)pyrrolidine-1-carboxylate C(C)(C)(C)OC([C@@H](CC1=CC(=CC=C1)OCCN1C(C2=CC=CC=C2C1=O)=O)[C@@H]1CN(CC1)C(=O)OC(C)(C)C)=O